4-fluoro-N-(3-(4-(6-(4-fluoro-3-methoxyphenyl)imidazo[2,1-b]thiazol-5-yl)pyrimidin-2-ylamino)propyl)benzenesulfonamide FC1=CC=C(C=C1)S(=O)(=O)NCCCNC1=NC=CC(=N1)C1=C(N=C2SC=CN21)C2=CC(=C(C=C2)F)OC